C1(C=CC=C1)[Si](OC)(OC)OC 2,4-cyclopentadienyltrimethoxysilane